1-(2-oxo-2-(4-(5-(trifluoromethyl)-1,2,4-oxadiazol-3-yl)phenyl)ethyl)azetidin-2-one O=C(CN1C(CC1)=O)C1=CC=C(C=C1)C1=NOC(=N1)C(F)(F)F